[Cl-].C(CC)C(C1=CC=CC=C1)N(C)C propyl-dimethylbenzylamine chloride